(1aR,5aR)-2-(2,4-Difluoro-phenyl)-1a,2,5,5a-tetrahydro-1H-2,3-diaza-cyclopropa[a]pentalene-4-carboxylic acid (1-hydroxymethyl-cyclopropyl)-amide OCC1(CC1)NC(=O)C=1C=2C[C@@H]3[C@H](C2N(N1)C1=C(C=C(C=C1)F)F)C3